8-(3-Chloro-5-(trifluoromethyl)phenyl)-9-(4-((1-(3-fluoropropyl)azetidin-3-yliden)methyl)phenyl)-6,7-dihydro-5H-benzo[7]annulen ClC=1C=C(C=C(C1)C(F)(F)F)C=1CCCC2=C(C1C1=CC=C(C=C1)C=C1CN(C1)CCCF)C=CC=C2